7-bromo-2-(2,6-dioxopiperidin-3-yl)-1,3-dioxoisoindol BrC=1C=CC=C2C(N(C(C12)=O)C1C(NC(CC1)=O)=O)=O